C(C1=CC=CC=C1)OC([O-])=O benzylcarbonate